2-(2-fluoropyridin-4-yl)-2-methylpropanenitrile FC1=NC=CC(=C1)C(C#N)(C)C